5,8,11,14-tetraazanonadecanoic acid C(CCCNCCNCCNCCNCCCCC)(=O)O